OC=1C=C(C=CC1OC)/C=C/C(=O)C1=C(C=C(C=C1OC)O[C@@H]1OC([C@@H]([C@@H](C1O)O)O)CO[C@H]1C([C@H]([C@H](C(C1)C)O)O)O)O (E)-3-(3-Hydroxy-4-methoxyphenyl)-1-[2-hydroxy-6-methoxy-4-[(2S,4S,5R)-3,4,5-trihydroxy-6-[[(1R,3S,4S)-2,3,4-trihydroxy-5-methylcyclohexyl]oxymethyl]oxan-2-yl]oxyphenyl]prop-2-en-1-one